3-(5-bromo-3-(3-((tert-butyldimethylsilyl)oxy)propoxy)-4-nitro-1H-pyrazol-1-yl)-2-methylpyridine BrC1=C(C(=NN1C=1C(=NC=CC1)C)OCCCO[Si](C)(C)C(C)(C)C)[N+](=O)[O-]